(R)-3-{4-[(4-Fluoro-benzenesulfonylamino)-methyl]-[1,2,3]triazol-1-yl}-N-hydroxy-4-naphthalen-2-yl-butyramide FC1=CC=C(C=C1)S(=O)(=O)NCC=1N=NN(C1)[C@@H](CC(=O)NO)CC1=CC2=CC=CC=C2C=C1